6-fluoro-2-(4'-isobutoxy-[1,1'-biphenyl]-4-yl)quinoline-4-carboxylic acid FC=1C=C2C(=CC(=NC2=CC1)C1=CC=C(C=C1)C1=CC=C(C=C1)OCC(C)C)C(=O)O